COC=1C=C(C=CC1)C=1N=C2OC=CN2C1C1=NC(=NC=C1)NCCN1S(NC(C1)(C)C)(=O)=O 2-(2-((4-(6-(3-Methoxyphenyl)imidazo[2,1-b]oxazol-5-yl)pyrimidin-2-yl)amino)ethyl)-4,4-dimethyl-1,2,5-thiadiazolidin-1,1-dioxid